O=C1NC(CC[C@H]1NC=1C=C2CC3(CCN(CC3)CC(=O)O)CC2=CC1)=O |r| (±)-2-(5-((2,6-dioxopiperidin-3-yl)amino)-1,3-dihydrospiro[inden-2,4'-piperidin]-1'-yl)acetic acid